1-(4-hydroxyphenyl)-3-methoxypropane-1-one OC1=CC=C(C=C1)C(CCOC)=O